CC1=C(C=C(C(=O)OCC)C=C1)O[C@H]1COCC1 ethyl (R)-4-methyl-3-((tetrahydrofuran-3-yl)oxy)benzoate